1,3,5-triphenyl-1,5-pentanedione C1(=CC=CC=C1)C(CC(CC(=O)C1=CC=CC=C1)C1=CC=CC=C1)=O